P(=O)(OCCN(C(COCC(NCCNC(=O)C=1C=NC(=C(C1)[N+](=O)[O-])S(=O)(=O)C)=O)=O)CC#C)(OCC[N+](C)(C)C)[O-] 1-(6-(methylsulfonyl)-5-nitropyridin-3-yl)-1,6,10-trioxo-11-(prop-2-yn-1-yl)-8-oxa-2,5,11-triazatridecan-13-yl (2-(trimethylammonio)ethyl) phosphate